IC=1C=C(C=CC1)C(C#N)(C)C 2-(3-iodophenyl)-2-methylpropanenitrile